[2-(aminomethyl)-3,3-difluoro-allyl]-4-[2-(1,3-benzodioxol-5-yl)-4-pyridinyl]-1,2,4-triazol-3-one trifluoroacetate salt FC(C(=O)O)(F)F.NCC(CC=1N(C(NN1)=O)C1=CC(=NC=C1)C1=CC2=C(OCO2)C=C1)=C(F)F